CS(=O)(=O)N1CCN(CC1)C1=NC(=NC(=N1)N1CCOCC1)C1=CC2=C(N=CS2)C=C1 6-(4-(4-(methylsulfonyl)piperazin-1-yl)-6-morpholino-1,3,5-triazin-2-yl)benzo[d]thiazole